tert-butyl 6-(4-(4-(benzo[d]thiazol-5-ylamino)quinolin-7-yl)-3-chlorobenzoyl)-2,6-diazaspiro[3.3]heptane-2-carboxylate S1C=NC2=C1C=CC(=C2)NC2=CC=NC1=CC(=CC=C21)C2=C(C=C(C(=O)N1CC3(CN(C3)C(=O)OC(C)(C)C)C1)C=C2)Cl